2,5-dioxopyrrolidin-1-yl-2-morpholinylacetic acid O=C1N(C(CC1)=O)C(C(=O)O)N1CCOCC1